tert-butyl 4-((4-(3-(6-(benzyloxy)-2-hydroxypyridin-3-yl)-7-fluoro-1-methyl-1H-indazol-6-yl)piperidin-1-yl)methyl)-3,3-dimethylpiperidine-1-carboxylate C(C1=CC=CC=C1)OC1=CC=C(C(=N1)O)C1=NN(C2=C(C(=CC=C12)C1CCN(CC1)CC1C(CN(CC1)C(=O)OC(C)(C)C)(C)C)F)C